((5-(2-methoxy-6-(piperidin-4-ylmethoxy)phenyl)-1H-pyrazol-3-yl)amino)pyrazine-2-carbonitrile COC1=C(C(=CC=C1)OCC1CCNCC1)C1=CC(=NN1)NC=1C(=NC=CN1)C#N